8-(3-(4-chloro-2-methylphenoxy)propoxy)-1,3,7-trimethyl-3,7-dihydro-1H-purine-2,6-dione ClC1=CC(=C(OCCCOC2=NC=3N(C(N(C(C3N2C)=O)C)=O)C)C=C1)C